6-(benzyloxy)-3-(4,4,5,5-tetramethyl-1,3,2-dioxaborolan-2-yl)-1H-indole-1-carboxylic acid tert-butyl ester C(C)(C)(C)OC(=O)N1C=C(C2=CC=C(C=C12)OCC1=CC=CC=C1)B1OC(C(O1)(C)C)(C)C